NC=1C(N(C=CC1)C=1C=C2N(N1)CC1(C2)CC1)=O 3-Amino-1-(4'H,6'H-spiro[cyclopropane-1,5'-pyrrolo[1,2-b]pyrazol]-2'-yl)pyridin-2(1H)-one